2-acetoxy-3,4-dihydronaphthalene-1(2H)-one C(C)(=O)OC1C(C2=CC=CC=C2CC1)=O